9-isopropyl-N-methyl-7,10-dioxo-6-(4-(trifluoromethyl)benzyl)-2,6,9-triazaspiro[4.5]decane-2-carboxamide C(C)(C)N1CC(N(C2(CCN(C2)C(=O)NC)C1=O)CC1=CC=C(C=C1)C(F)(F)F)=O